O=C1NC(CCC1N1C(C2=CC=CC(=C2C1)CCC(=O)N1CCN(CC1)C(=O)OC(C)(C)C)=O)=O tert-butyl 4-(3-(2-(2,6-dioxopiperidin-3-yl)-1-oxoisoindolin-4-yl)propanoyl)piperazine-1-carboxylate